hydroxycyclohexylhydroperoxide OC1(CCCCC1)OO